6-bromomethyl-3,4-dihydro-2-methylquinoline BrCC=1C=C2CCC(=NC2=CC1)C